OCCNC1=CC2=C(C=C1)OCO2 hydroxylethyl-3,4-methylenedioxyaniline